6-{[1-(6-Methoxypyridin-3-yl)-4-methyl-1H-1,2,3-triazol-5-yl]methoxy}-2-(oxetan-4-yl)-1,2,3,4-tetrahydro-2,7-naphthyridine COC1=CC=C(C=N1)N1N=NC(=C1COC=1C=C2CCN(CC2=CN1)C1CCO1)C